(R)-8-(6-methoxybenzo[d]thiazol-2-yl)-9-oxooctahydro-2H-pyrazino[1,2-a]pyrazine-2-carbonitrile COC1=CC2=C(N=C(S2)N2C([C@@H]3N(CCN(C3)C#N)CC2)=O)C=C1